N[C@@H](C)C=1N(S(C2=C(C1)C=CN=C2)(=O)=O)C2=CC=CC=C2 (S)-3-(1-aminoethyl)-2-phenyl-2H-pyrido[4,3-e][1,2]Thiazine-1,1-dioxide